C(CCCCC)C(COC(C=CCCCCC(CCCCCCCCCC)N(CCCN(C)C)C(CCCCCCC(=O)OCCC(CCCCCCC)CCCCCCC)=O)=O)CCCCCCCC 8-(N-(3-(dimethylamino)propyl)-8-((3-heptyldecyl)oxy)-8-oxooctanoylamino)-octadecenoic acid 2-hexyldecyl ester